BrC1=C(C=CC=C1C([2H])([2H])[2H])C([2H])([2H])[2H] 2-bromo-1,3-bis(trideuteromethyl)benzene